N1CC=C(CC1)B1OC(C)(C)C(C)(C)O1 5,6-dihydro-2H-pyridine-4-boronic acid pinacol ester